C1(CC1)CN1CCN(CC1)C=1C=CC(=C(C(=O)N[C@H](C)C2=CC(=CC(=C2)C=2C=NN(C2)C)OC)C1)C 5-[4-(Cyclopropylmethyl)piperazin-1-yl]-N-[(1R)-1-[3-methoxy-5-(1-methylpyrazol-4-yl)phenyl]ethyl]-2-methyl-benzamide